FC1=CC(=CC=2N(C(=NC21)NC(CC(C)(C)C)=O)C2(CCC2)C)OC N-(4-fluoro-6-methoxy-1-(1-methylcyclobutyl)-1H-benzo[d]imidazol-2-yl)-3,3-dimethylbutanamide